Methyl (S)-3-(allyloxy)-4-amino-5-((oxetan-2-ylmethyl)amino)benzoate C(C=C)OC=1C=C(C(=O)OC)C=C(C1N)NC[C@H]1OCC1